C(#N)C(C(=O)NC([O-])=O)=NNC1=CC(=C(C(=C1)Cl)OC=1C=C2CCN(C(C2=CC1)=O)C1=CC=C(C=C1)F)Cl.OCC[N+]1=C(C=C(C=C1)CCO)CCO 1,2,4-tris(2-hydroxyethyl)pyridinium (2-cyano-2-(2-(3,5-dichloro-4-((2-(4-fluorophenyl)-1-oxo-1,2,3,4-tetrahydroisoquinolin-6-yl)oxy)phenyl)hydrazono)acetyl)carbamate